C(C)(=O)N[C@@H](CCC(=O)NCC)C(=O)O acetyl-L-theanine